2-(Trimethylsilyl)ethyl (E)-4-hydroxy-3,4,7,8-tetrahydroazocine-1(2H)-carboxylate OC\1CCN(CC/C=C1)C(=O)OCC[Si](C)(C)C